1-amino-5-hydroxy-4-[(4-methoxyphenyl)amino]-8-nitroanthraquinone NC1=CC=C(C=2C(C3=C(C=CC(=C3C(C12)=O)[N+](=O)[O-])O)=O)NC1=CC=C(C=C1)OC